Dibutylammonium lead tetrabromide [Pb](Br)(Br)(Br)Br.C(CCC)[NH2+]CCCC